C(C)(C)(C)C1=CC(NC(=N1)N)=O 6-Tert-Butylisocytosine